tert-butyl (2-amino-2-((2-methyl-2-(methylthio)propanoyl)imino)ethyl)carbamate NC(CNC(OC(C)(C)C)=O)=NC(C(C)(SC)C)=O